CN1N=NC(=C1NC(O[C@H](C)C=1C(=NC=CC1)Cl)=O)C=1C=CC2=C(OCC(N2)=O)N1 (R)-1-(2-chloropyridin-3-yl)ethyl (1-methyl-4-(2-oxo-2,3-dihydro-1H-pyrido[2,3-b][1,4]oxazin-6-yl)-1H-1,2,3-triazol-5-yl)carbamate